ClC=1C=C2C(=NC(=NC2=C(C1C1=C(C=CC=C1)C(F)(F)F)F)OCCN1CCOCC1)N1CCN(CC1)C(C=C)=O 1-(4-(6-chloro-8-fluoro-2-(2-morpholino-ethoxy)-7-(2-(trifluoromethyl)phenyl)quinazolin-4-yl)piperazin-1-yl)prop-2-en-1-one